NCCS(=O)(=O)[O-] 2-aminoethansulfonate